[(methylsulfonyl)oxy]-ethanimidoyl chloride CS(=O)(=O)OCC(=N)Cl